N-((1H-pyrrolo[2,3-b]pyridin-3-yl)methyl)-8-fluoro-7-(8-fluoronaphthalen-1-yl)-2-((tetrahydro-1H-pyrrolizin-7a(5H)-yl)methoxy)pyrido[4,3-d]pyrimidin-4-amine N1C=C(C=2C1=NC=CC2)CNC=2C1=C(N=C(N2)OCC23CCCN3CCC2)C(=C(N=C1)C1=CC=CC2=CC=CC(=C12)F)F